C1(=CC=CC=C1)C=1C=CC=2N(C3=CC=C(C=C3C2C1)C1=CC=CC=C1)C1=C(C(=C(C(=N1)N1C2=C(C=3C=CC=CC13)C=NC=C2)N2C1=C(C=3C=CC=CC23)C=NC=C1)C1=C(C=CC=C1)C)N1C2=C(C=3C=CC=CC13)C=NC=C2 5,5',5''-(6-(3,6-diphenyl-9H-carbazol-9-yl)-4-(o-tolyl)pyridine-2,3,5-triyl)tris(5H-pyrido[4,3-b]indole)